6-[1-(2-fluoro-6-methyl-phenyl)-piperidin-4-yl]-4-(3-trifluoromethyl-pyridin-2-ylmethyl)-2-(2-trimethylsilyl-ethoxymethyl)-2,4,6,7-tetrahydro-pyrazolo[4,3-d]pyrimidin-5-one FC1=C(C(=CC=C1)C)N1CCC(CC1)N1C(N(C=2C(C1)=NN(C2)COCC[Si](C)(C)C)CC2=NC=CC=C2C(F)(F)F)=O